C(C)S(=O)(=O)C1=CC(=C(C=C1)NCC#CC=1N(C=2C=CC=C(C2C1)NC1CCC(CC1)N1CC2(C1)CCOCC2)CC(F)(F)F)OC 2-(3-{[4-(ethanesulfonyl)-2-methoxyphenyl]amino}prop-1-yn-1-yl)-N-[(1R,4R)-4-{7-oxa-2-azaspiro[3.5]nonan-2-yl}cyclohexyl]-1-(2,2,2-trifluoroethyl)-1H-indol-4-amine